N1C=2C(=NS1)N=CC2 pyrrolo[1,2,5]thiadiazole